4-2-hydroxyethyl-1-piperazineethanesulfonic acid OCCN1CCN(CC1)CCS(=O)(=O)O